C(C)[C@H]1N(C[C@@H](N(C1)C=1C2=C(N(C(N1)=O)C)C=CC(=N2)C#N)C)C(CC)C2=CC=C(C=C2)OCC2CN(C2)C 4-((2S,5R)-5-ethyl-2-methyl-4-(1-(4-((1-methylazetidin-3-yl)methoxy)phenyl)propyl)piperazin-1-yl)-1-methyl-2-oxo-1,2-dihydropyrido[3,2-d]pyrimidine-6-carbonitrile